C(C)(C)C1=C(C=C(C=C1)C)N1/C(/SCC1=O)=N/C(=O)NC1=C(C=C(C=C1)C=1N=CN(C1)C1=CC=C(C=C1)C(F)(F)F)C (Z)-1-(3-(2-isopropyl-5-methylphenyl)-4-oxothiazolidin-2-ylidene)-3-(2-methyl-4-(1-(4-(trifluoromethyl)phenyl)-1H-imidazol-4-yl)phenyl)urea